CC1=CC=CC(=N1)C1=CC=2C(=NC=CC2)N1 2-(6-methylpyridin-2-yl)-1H-pyrrolo[2,3-b]Pyridine